FC(C1=NC=C(C=N1)NC(=O)[C@@H]1CC12CCN(CC2)C(=O)OC(C(F)(F)F)C(F)(F)F)(F)F |r| 1,1,1,3,3,3-hexafluoropropan-2-yl (±)-1-((2-(trifluoromethyl)pyrimidin-5-yl)carbamoyl)-6-azaspiro[2.5]octane-6-carboxylate